BrC1=C(N=C2N1C=C(N=C2)C(=O)N(C)C2=CC(=C(C=C2)F)OC)C 3-bromo-N-(4-fluoro-3-methoxy-phenyl)-N,2-dimethyl-imidazo[1,2-a]pyrazine-6-carboxamide